4-(2-(4-(3-(4,5-Dihydropyrrolo[1,2-a]quinoxalin-4-yl)pyridin-2-yl)piperazin-1-yl)ethyl)morpholine C1=CC=C2N1C1=CC=CC=C1NC2C=2C(=NC=CC2)N2CCN(CC2)CCN2CCOCC2